[Tm].COCC(C)OC 1,2-dimethoxypropane thulium